ClC=1C=C(C(=NC1O[C@H](C)CCO)N1C(N(C2=NC=CC(=C21)OCC(=C)C)COCC[Si](C)(C)C)=O)F (R)-1-(5-chloro-3-fluoro-6-((4-hydroxybutan-2-yl)oxy)pyridin-2-yl)-7-((2-methylallyl)oxy)-3-((2-(trimethylsilyl)ethoxy)methyl)-1,3-dihydro-2H-imidazo[4,5-b]pyridin-2-one